Diallyl thiosulfinate C=CCS[S+]([O-])CC=C